2-fluoro-N-methyl-N-((1-(pyrrolidin-3-yl)-1H-pyrazol-4-yl)methyl)benzamide FC1=C(C(=O)N(CC=2C=NN(C2)C2CNCC2)C)C=CC=C1